ethyl 3-(5-bromo-3-ethylsulfanyl-2-pyridyl)-3-oxo-propionate BrC=1C=C(C(=NC1)C(CC(=O)OCC)=O)SCC